OC(C)(C)C=1C(=CC2=CN(N=C2C1)C1CCN(CC1)CC1CCC2(CCN(CC2)C(=O)OC(C)(C)C)CC1)NC(=O)C1=NC(=CC=C1)C(F)(F)F Tert-butyl 9-((4-(6-(2-hydroxypropan-2-yl)-5-(6-(trifluoromethyl) pyridinecarboxamido)-2H-indazol-2-yl) piperidin-1-yl) methyl)-3-azaspiro[5.5]undecane-3-carboxylate